2-[2-bromo-6-ethyl-7-[4-(5-hydroxy-6-methyl-pyrimidine-4-carbonyl)piperazin-1-yl]-8-oxo-pyrido[2,3-b]pyrazin-5-yl]-N-[2-chloro-4-(trifluoromethyl)phenyl]acetamide BrC=1N=C2C(=NC1)N(C(=C(C2=O)N2CCN(CC2)C(=O)C2=NC=NC(=C2O)C)CC)CC(=O)NC2=C(C=C(C=C2)C(F)(F)F)Cl